C(C1=CC=CC=C1)SC=1C=C(C=2N(C1)C=CN2)Br 6-(benzylthio)-8-bromoimidazolo[1,2-a]pyridin